4-methyl-5-oxo-4,5,6,7-tetrahydrothieno[3,2-b]pyridine-2-carboxylic acid CN1C2=C(CCC1=O)SC(=C2)C(=O)O